C\C(=C/COC(C1=NC=CC(=C1)F)=O)\CCC=C(C)C.ClC=1C=NC=C2C=C(C=NC12)NC1=NC(=NC=C1)NC1=CC(=C(C=C1)OC1CC(C1)N(C)C)OC 4-(8-chloro-1,6-diaza-3-naphthylamino)-2-{3-methoxy-4-[(1s,3s)-3-(dimethylamino)cyclobutoxy]phenylamino}pyrimidine (E)-3,7-dimethylocta-2,6-dien-1-yl-4-fluoropicolinate